N1(N=CC=C1)C=1C=CC(N(N1)CC1CCN(CC1)C1=NC=NC(=C1)C(F)(F)F)=O 6-pyrazol-1-yl-2-[[1-[6-(trifluoromethyl)pyrimidin-4-yl]piperidin-4-yl]methyl]pyridazin-3-one